4-(α-methylethenyl)styrene CC(=C)C1=CC=C(C=C)C=C1